(S)-1-(3,4-difluorophenyl)-5-oxopyrrolidine-2-carboxylic acid FC=1C=C(C=CC1F)N1[C@@H](CCC1=O)C(=O)O